C(CCCCC)C1OC1 2-Hexyloxirane